3,4,5-trifluoro-3-(difluoromethyl)sulfolane tert-Butyl-(1-(3-(2,6-bis(benzyloxy)pyridin-3-yl)-1-methyl-1H-indazol-6-yl)piperidin-4-yl)(methyl)carbamate C(C)(C)(C)OC(N(C)C1CCN(CC1)C1=CC=C2C(=NN(C2=C1)C)C=1C(=NC(=CC1)OCC1=CC=CC=C1)OCC1=CC=CC=C1)=O.FC1(CS(=O)(=O)C(C1F)F)C(F)F